DIMETHYL 2,2'-((9H-CARBAZOLE-3,6-DIYL)BIS(1H-1,2,3-TRIAZOLE-4,1-DIYL))DIACETATE C1=CC(=CC=2C3=CC(=CC=C3NC12)C=1N=NN(C1)CC(=O)OC)C=1N=NN(C1)CC(=O)OC